C(C)ONC(C1=CN=C(C=C1NC1=C(C=C(C(=C1)F)CC)N(S(=O)(=O)C)C)C)=O N-ethoxy-4-((4-ethyl-5-fluoro-2-(N-methylmethylsulfonamido)phenyl)amino)-6-Methylnicotinamide